(E)-N,N-diethyl-3,3-difluoro-5-((4-methoxybenzyl)oxy)pent-1-en-1-amine oxide C(C)[N+](\C=C\C(CCOCC1=CC=C(C=C1)OC)(F)F)(CC)[O-]